Cl.NCC1=C(C=C(C=C1)C1=CC(=NC=C1)NC(=O)[C@H]1[C@H](C1)F)C cis-N-(4-(4-(aminomethyl)-3-methylphenyl)pyridin-2-yl)-2-fluorocyclopropane-1-carboxamide hydrochloride